2-(5-(2,4-difluorobenzyl)-5-hydroxyhexahydrocyclopenta[c]pyrrol-2(1H)-yl)-1-(4-hydroxyphenyl)ethanone FC1=C(CC2(CC3C(CN(C3)CC(=O)C3=CC=C(C=C3)O)C2)O)C=CC(=C1)F